ClC1=C(C=CC(=C1)Cl)N1N=CC(=C1)C=1C=C(C(=NC1)C(=O)NCC(C(=O)O)(C)C)O 3-(5-(1-(2,4-dichlorophenyl)-1H-pyrazol-4-yl)-3-hydroxypicolinamido)-2,2-dimethylpropanoic acid